ClC1=NC=C(C(=N1)N1CC(CCC1)N1C(C=CC=C1)=O)Cl 1-(1-(2,5-dichloropyrimidin-4-yl)piperidin-3-yl)pyridin-2(1H)-one